(2R)-2-Amino-3,3-dimethyl-N-[4-[2-(trifluoromethyl)-1H-pyrrolo[2,3-b]pyridin-4-yl]phenyl]butanamide N[C@@H](C(=O)NC1=CC=C(C=C1)C1=C2C(=NC=C1)NC(=C2)C(F)(F)F)C(C)(C)C